N-(4-((3-((3-chlorophenethyl)amino)-2-hydroxypropyl)amino)phenyl)-N-methylmethanesulfonamide ClC=1C=C(CCNCC(CNC2=CC=C(C=C2)N(S(=O)(=O)C)C)O)C=CC1